ClC=1C=NN(C1)C1=C(C=C(C=C1)NC(CC1=C(C=CC=C1)C)=O)S(N)(=O)=O N-[4-(4-chloro-1H-pyrazol-1-yl)-3-sulfamoylphenyl]-2-(2-methylphenyl)acetamide